benzyl-N-(5-(2-(2,2-dimethylpyrrolidin-1-yl)acetamido)-2-methylpyridin-3-yl)-7-methyl-6-oxo-4,5,6,7-tetrahydro-[3,6'-bipyrazolo[1,5-a]pyrazine]-3'-carboxamide C(C1=CC=CC=C1)C1=NN2C(CNC(C2C)=O)=C1C=1N=CC=2N(C1)N=CC2C(=O)NC=2C(=NC=C(C2)NC(CN2C(CCC2)(C)C)=O)C